Di-Benzyl Ether C(C1=CC=CC=C1)OCC1=CC=CC=C1